tert-butyl 2-(1-(1-(2,6-bis(benzyloxy)pyridin-3-yl)-3-methyl-2-oxo-2,3-dihydro-1H-benzo[d]imidazol-5-yl)piperidin-4-yl)propanoate C(C1=CC=CC=C1)OC1=NC(=CC=C1N1C(N(C2=C1C=CC(=C2)N2CCC(CC2)C(C(=O)OC(C)(C)C)C)C)=O)OCC2=CC=CC=C2